FC(C1=CC2=C(SC(=C2)C(N[C@H]2CCCC[C@@H]3N(C2=O)[C@@H](CC3)C(=O)N3C[C@@H]2C([C@@H]2C3)C3=CC=CC=C3)=O)C=C1)(F)P(O)(O)=O (difluoro(2-(((3S,6S,10aS)-5-oxo-3-((1R,5S,6R)-6-phenyl-3-azabicyclo[3.1.0]hexane-3-carbonyl)decahydropyrrolo[1,2-a]azocin-6-yl)carbamoyl)benzo[b]thiophen-5-yl)methyl)phosphonic acid